succinimide Glutarate C(CCCC(=O)O)(=O)O.C1(CCC(N1)=O)=O